meta-propyl-phenyl-propene C(CC)C=1C=C(C=CC1)C=CC